C1(CCCCC1)C=1C=C(C=C(C1)C1CCCCC1)C1=CC=C(C=C1)C1=C(C=CC=2C3=CC=CC=C3C(C12)(C)C)NC1=CC=C(C=C1)C1CCCCC1 [(3',5'-dicyclohexyl)-1,1'-biphenyl-4-yl]-N-(4-cyclohexylphenyl)-9,9-dimethyl-9H-fluoren-2-amine